CN(S(=O)(=O)C=1N=CC=2N(C1)C=CN2)[C@@H](C(F)(F)F)C2=CC=C(C=C2)F (R)-N-methyl-N-(2,2,2-trifluoro-1-(4-fluorophenyl)ethyl)imidazo[1,2-a]pyrazine-6-sulfonamide